C1[C@@H]([C@H]([C@H](O1)O)CC2=CC3=C(C=C2)OCO3)CC4=CC5=C(C=C4)OCO5 The molecule is a lignan that consists of tetrahydrofuran-2-ol substituted by two 1,3-benzodioxol-5-ylmethyl groups at positions 3 and 4 respectively (the 2S,3R,4R stereoisomer). It is isolated from the leaves of Piper nigrum and exhibits analgesic, anti-inflammatory, antimicrobial and trypanocidal activities. It has a role as an antimicrobial agent, a trypanocidal drug, an anti-inflammatory agent, an analgesic, a histamine antagonist and a plant metabolite. It is a lignan, a member of benzodioxoles, a secondary alcohol, a cyclic acetal and a lactol.